(S)-1-(2,3-Difluorobenzyl)-N-(2,3,4-trimethyl-5-oxo-5,6,7,8-tetrahydro-4H-pyrazolo[1,5-a][1,3]diazepin-6-yl)-1H-1,2,4-triazol-3-carboxamid FC1=C(CN2N=C(N=C2)C(=O)N[C@@H]2C(N(C=3N(CC2)N=C(C3C)C)C)=O)C=CC=C1F